O=C1N[C@H]2[C@@H](N1)CS[C@H]2CCCCC(=O)NCCCC[C@H](N)C(=O)O N6-(5-((3as,4s,6ar)-2-oxohexahydro-1H-thieno[3,4-d]imidazol-4-yl)pentanoyl)-L-lysine